CN(C1CC2(C1)CCNCC2)C N,N-dimethyl-7-azaspiro[3.5]nonan-2-amine